3-benzyl-6-(2-methoxybenzyl)-2,3,4,6-tetrahydropyrido[3,4-c][1,8]naphthyridine-5(1H)-one C(C1=CC=CC=C1)N1CC=2C(N(C=3N=CC=CC3C2CC1)CC1=C(C=CC=C1)OC)=O